Cl.NC1CN(CC1)C1=C2C(=NC3=CC=C(C=C13)C1=CC(=NC=C1)C(=O)NC1CC1)CCCCC2 4-(11-(3-Aminopyrrolidin-1-yl)-7,8,9,10-tetrahydro-6H-cyclohepta[b]quinolin-2-yl)-N-cyclopropylpicolinamide hydrochloride